(E)-2-(2,3-Dihydrobenzofuran-2-yl)-3-fluoroallylcarbamic acid tert-butyl ester C(C)(C)(C)OC(NC/C(=C\F)/C1OC2=C(C1)C=CC=C2)=O